C(C)(C)(C)C=1C(=C(C#N)C(=CC1)N1C(C(C2=CC=C(C=C12)C=1C=NN(C1)C1OCCCC1)(C)C)=O)Cl tert-butyl-2-chloro-6-(3,3-dimethyl-2-oxo-6-(1-(tetrahydro-2H-pyran-2-yl)-1H-pyrazol-4-yl)indolin-1-yl)benzonitrile